ClC1=C2C=C(N(C2=CC=C1)C(=O)OC(C)(C)C)CN1C(N(C=2N=C(N(C2C1=O)C)NC1=CC(=NC=C1)[C@H]1[C@@H](C1)C(=O)OCC)C)=O |r| (±)-trans-tert-butyl 4-chloro-2-((8-((2-(2-(ethoxycarbonyl)cyclopropyl)pyridin-4-yl)amino)-3,7-dimethyl-2,6-dioxo-2,3,6,7-tetrahydro-1H-purin-1-yl)methyl)-1H-indole-1-carboxylate